FC=1C(=CC2=C(C(NC=3CNC[C@@H](C23)N(C(=O)C=2C=C3C=CC(=CN3C2)F)C)=O)C1)F (R)-N-(8,9-difluoro-6-oxo-1,2,3,4,5,6-hexahydrobenzo[c][1,7]naphthyridin-1-yl)-6-fluoro-N-methylindolizine-2-carboxamide